ClC1=C(COC[C@@H]2[C@@H]([C@H](C(O2)OC)CC(=O)[O-])OCC2=C(C=C(C=C2)Cl)Cl)C=CC(=C1)Cl (3R,4R,5R)-5-(2,4-dichloro-benzyloxymethyl)-4-(2,4-dichlorobenzyloxy)-2-methoxy-tetrahydrofuran-3-acetate